NC=1OCCC1C#N 2-amino-4,5-dihydrofuran-3-carbonitrile